C(C)OC(=O)C=1SC=C(N1)C(=O)N1CCC(CC1)F 4-(4-Fluoropiperidine-1-carbonyl)thiazole-2-carboxylic acid ethyl ester